2-methyl-[1,1'-biphenyl]-3-carboxylic acid methyl ester COC(=O)C=1C(=C(C=CC1)C1=CC=CC=C1)C